ClC1=CC=2N(C3=CC(=CC=C3SC2C=C1)C1=CC2=CC=CC=C2C=C1)C1=CC=CC=C1 2-chloro-8-(naphthalen-2-yl)-10-phenyl-10h-phenothiazine